(3S,6S,7R,8R)-8-benzyl-3-[({3-[(isobutyryloxy)methoxy]-4-methoxypyridin-2-yl} carbonyl)amino]-6-methyl-4,9-dioxo-1,5-dioxonan-7-yl 2-methylpropanoate CC(C(=O)O[C@H]1[C@@H](OC([C@H](COC([C@@H]1CC1=CC=CC=C1)=O)NC(=O)C1=NC=CC(=C1OCOC(C(C)C)=O)OC)=O)C)C